3-(tert-butyl)-1H-indole C(C)(C)(C)C1=CNC2=CC=CC=C12